COCOC1=C(C=CC(=C1)C=1C=NN(C1)C1OCCCC1)C1=CC=C(N=N1)OC1C[C@]2(CC[C@@](C1)(N2)C)C (1R,3s,5S)-3-((6-(2-(methoxymethoxy)-4-(1-(tetrahydro-2H-pyran-2-yl)-1H-pyrazol-4-yl)phenyl)pyridazin-3-yl)oxy)-1,5-dimethyl-8-azabicyclo[3.2.1]octane